C(CCCCCCCCCCCCC)NC(C=C)=O N-tetradecyl-acrylamide